[N+](=O)([O-])C=1N=C(NC1)C=O 4-NITRO-1H-IMIDAZOLE-2-CARBALDEHYDE